FC=1C=NC(=NC1)N1C[C@@H](CCC1)S(=O)(=O)N (R)-1-(5-fluoropyrimidin-2-yl)piperidine-3-sulfonamide